(1R,2S)-2-(3-[2H,3H-furo[2,3-c]pyridin-7-ylamino]-1H-indazol-6-yl)-5'-methoxy-1'H-spiro[cyclopropane-1,3'-indol]-2'-one O1CCC=2C1=C(N=CC2)NC2=NNC1=CC(=CC=C21)[C@@H]2C[C@@]21C(NC2=CC=C(C=C12)OC)=O